1-(4-(4-AMINO-1-CYCLOPROPYL-1H-PYRAZOLO[4,3-C]PYRIDIN-3-YL)-2-FLUOROPHENYL)-3-(4-((4-METHYLPIPERAZIN-1-YL)METHYL)-3-(TRIFLUOROMETHYL)PHENYL)UREA NC1=NC=CC2=C1C(=NN2C2CC2)C2=CC(=C(C=C2)NC(=O)NC2=CC(=C(C=C2)CN2CCN(CC2)C)C(F)(F)F)F